C(CCCCCCCCCCCCCCCCCCCCC)N1C=NCC1 docosyl-imidazoline